(3s,4r)-N-(2,3-difluorophenyl)-1-methyl-4-(1-methyl-5-(trifluoromethyl)-1H-pyrazol-3-yl)-2-oxopyrrolidine-3-carboxamide FC1=C(C=CC=C1F)NC(=O)[C@H]1C(N(C[C@@H]1C1=NN(C(=C1)C(F)(F)F)C)C)=O